3-(6,8-diphenylimidazo[1,2-a]pyridin-2-yl)benzenesulfonamide C1(=CC=CC=C1)C=1C=C(C=2N(C1)C=C(N2)C=2C=C(C=CC2)S(=O)(=O)N)C2=CC=CC=C2